ClC1=CC=C(C=C1)NC(=O)NC[C@H]1[C@@H](C1)C1=CC=CC=C1 trans-1-(4-Chlorophenyl)-3-[(2-phenylcyclopropyl)methyl]urea